2-(2-oxa-5-azabicyclo[4.1.0]heptan-5-yl)-5-fluoropyrimidin-4-amine C12OCCN(C2C1)C1=NC=C(C(=N1)N)F